[O-]C1=C(C=C(C=C1)C(C)(CC(C)(C)C)C)SC1=C(C=CC(=C1)C(C)(CC(C)(C)C)C)[O-] 2-[2-oxido-5-(2,4,4-trimethylpentan-2-yl)phenyl]sulfanyl-4-(2,4,4-trimethylpentan-2-yl)phenolate